2-(((1s,4s)-4-((diphenylcarbamoyloxy)methyl)cyclohexyl)methoxy)acetic acid C1(=CC=CC=C1)N(C(=O)OCC1CCC(CC1)COCC(=O)O)C1=CC=CC=C1